N[C@@H](CC=1CC(C=CC1)([2H])[2H])C(=O)O Phenylalanine-3,3-d2